ethyl (R)-2-((1R,5S,6s)-3-azabicyclo[3.1.0]hexane-6-yl)propionate [C@@H]12CNC[C@H]2C1[C@H](C(=O)OCC)C